tert-Butyl 3-[3-chloro-2-cyano-5-(1-hydroxyethyl)-6-methoxyphenyl]azetidine-1-carboxylate ClC=1C(=C(C(=C(C1)C(C)O)OC)C1CN(C1)C(=O)OC(C)(C)C)C#N